3-({[(2-methoxypyridin-4-yl)methyl][1-(pyridazin-3-yl)piperidin-3-yl]amino}methyl)-1-methyl-1,4-dihydroquinolin-4-one COC1=NC=CC(=C1)CN(C1CN(CCC1)C=1N=NC=CC1)CC1=CN(C2=CC=CC=C2C1=O)C